N-(4-fluorophenyl)-N-methyl-2-(2-(5-(trifluoromethyl)-1,2,4-oxadiazol-3-yl)-6,7-dihydrothieno[3,2-c]pyridin-5(4H)-yl)acetamide FC1=CC=C(C=C1)N(C(CN1CC2=C(CC1)SC(=C2)C2=NOC(=N2)C(F)(F)F)=O)C